COCCOC(CC(C(=O)OCOC)(C(CC(CC)C)OC)CC)(OC)CCOC 1-methoxymethylmethoxy-1-methoxymethylmethyl-1-methoxyethylethyl-1-methoxymethoxy-3-methoxy-5-methyl-1-oxoheptane